6-fluoropyrido[2,3-d]Pyrimidin-2(1H)-one FC1=CC2=C(NC(N=C2)=O)N=C1